NC=1SC2=C(N1)C(=CC=C2F)C2=C1C(=C3C(=NC(=NC3=C2)OC[C@H]2N(CCC2)C)N2C[C@@H](NCC2)CC#N)OCCC1 2-((S)-4-(5-(2-amino-7-fluorobenzo[d]thiazol-4-yl)-8-(((S)-1-methylpyrrolidin-2-yl)methoxy)-3,4-dihydro-2H-pyrano[2,3-f]quinazolin-10-yl)piperazin-2-yl)acetonitrile